C(C)(C)(C)OC(=O)NC1(CC2=CC(=CC=C2CC1)OC1=C(C=CC=C1)C1=CC=C(C=C1)F)C(=O)OC methyl 2-((tert-butoxycarbonyl)amino)-7-((4'-fluoro-[1,1'-biphenyl]-2-yl)oxy)-1,2,3,4-tetrahydronaphthalene-2-carboxylate